C(C)(C)N1C(NC2=C(C1=O)N=CC(=C2)CN2CCN(CC2)C=2C=CC(=NC2)C(=O)NC)=O 5-(4-((3-isopropyl-2,4-dioxo-1,2,3,4-tetrahydropyrido[3,2-d]pyrimidin-7-yl)methyl)piperazin-1-yl)-N-methylpicolinamide